2-chloro-6-((4-(1-methyl-4-(trifluoromethyl)-1H-imidazol-2-yl)benzyl)oxy)pyrimidine-4,5-diamine ClC1=NC(=C(C(=N1)N)N)OCC1=CC=C(C=C1)C=1N(C=C(N1)C(F)(F)F)C